cis-rac-tert-butyl 3-(2-((tert-butyldimethylsilyl)oxy)ethoxy)-4-methoxypiperidine-1-carboxylate [Si](C)(C)(C(C)(C)C)OCCO[C@@H]1CN(CC[C@@H]1OC)C(=O)OC(C)(C)C |r|